methyl (S)-4-(1-(3-(difluoromethyl)-5-(3-ethyl-5-fluorophenoxy)-1-methyl-1H-pyrazole-4-carboxamido)ethyl)benzoate FC(C1=NN(C(=C1C(=O)N[C@@H](C)C1=CC=C(C(=O)OC)C=C1)OC1=CC(=CC(=C1)F)CC)C)F